(S)-N-(5-((2,4-difluorophenyl)ethynyl)-2-(3,4-dimethylpiperazin-1-yl)phenyl)-6-Oxo-4-(trifluoromethyl)-1,6-dihydropyridine-3-carboxamide FC1=C(C=CC(=C1)F)C#CC=1C=CC(=C(C1)NC(=O)C1=CNC(C=C1C(F)(F)F)=O)N1C[C@@H](N(CC1)C)C